FC=1C=NC=CC1COC1=CC=C(C2=C1OCO2)CN[C@H](C(=O)N)C (S)-2-{[7-(3-fluoropyridin-4-ylmethoxy)benzo[d][1,3]dioxol-4-yl]methylamino}propanamide